C(C)C1=C(N=C(O1)C1=CC=C(C=C1)CC)CCO 2-[5-Ethyl-2-(4-ethylphenyl)-1,3-oxazol-4-yl]ethanol